2-[1-[4-(4-ethoxypyrimidin-2-yl)-2,6-difluoro-phenyl]-4-piperidinyl]acetic acid C(C)OC1=NC(=NC=C1)C1=CC(=C(C(=C1)F)N1CCC(CC1)CC(=O)O)F